(E)-1H-1,2,3-triazole-4-carboxamide trifluoroacetate FC(C(=O)O)(F)F.N1N=NC(=C1)C(=O)N